(E)-1-(2-Anilino-4-chlorophenyl)-3-[4-(4-hydroxypiperidin-1-yl)sulfonylphenyl]prop-2-en-1-one N(C1=CC=CC=C1)C1=C(C=CC(=C1)Cl)C(\C=C\C1=CC=C(C=C1)S(=O)(=O)N1CCC(CC1)O)=O